N-(5-fluoro-2-(3-(piperidin-3-yl)indol-1-yl)pyrimidin-4-yl)-1H-indazol-5-amine FC=1C(=NC(=NC1)N1C=C(C2=CC=CC=C12)C1CNCCC1)NC=1C=C2C=NNC2=CC1